2-(((S)-1-(1H-tetrazol-1-yl)propan-2-yl)oxy)-4-(2-((3-((2,5,8,11-tetraoxatridecan-13-yl)oxy)-1-((1r,4r)-4-morpholinocyclohexyl)-1H-pyrazol-4-yl)amino)pyrimidin-5-yl)benzonitrile N1(N=NN=C1)C[C@H](C)OC1=C(C#N)C=CC(=C1)C=1C=NC(=NC1)NC=1C(=NN(C1)C1CCC(CC1)N1CCOCC1)OCCOCCOCCOCCOC